3-fluoro-N-[5-methoxy-2-methyl-4-(1,2,3,6-tetrahydro-pyridin-4-yl)-phenyl]-4-(1,2,3,6-tetrahydro-pyridin-4-yl)-benzamide FC=1C=C(C(=O)NC2=C(C=C(C(=C2)OC)C=2CCNCC2)C)C=CC1C=1CCNCC1